C(C)(=O)N1CC2=C(C=C(C=C2C1)C1CCN(CC1)C1=C2C(N(C(C2=CC=C1)=O)C1C(NC(CC1)=O)=O)=O)N1CCCC2=CC(=C(C=C12)C(F)F)C=1C=NN(C1)C 4-(4-(2-acetyl-7-(7-(difluoromethyl)-6-(1-methyl-1H-pyrazol-4-yl)-3,4-dihydroquinolin-1(2H)-yl)isoindolin-5-yl)piperidin-1-yl)-2-(2,6-dioxopiperidin-3-yl)isoindolin-1,3-dione